bishydroxynaphthalene OC1=C(C2=CC=CC=C2C=C1)O